ClC=1C=C(C=C(C1)Cl)S(=O)(=O)NC=1C=C2C(N(C(C2=CC1)=O)C1C(NC(CC1)=O)=O)=O 3,5-dichloro-N-(2-(2,6-dioxopiperidin-3-yl)-1,3-dioxoisoindolin-5-yl)benzene-sulfonamide